FC(C(=O)O)(F)F.C1C(CC12CCNCC2)CC2=CC1=C(N(C(N1C)=O)C1C(NC(CC1)=O)=O)C=C2 3-(5-{7-Azaspiro[3.5]nonan-2-ylmethyl}-3-methyl-2-oxo-1,3-benzodiazol-1-yl)piperidine-2,6-dione trifluoroacetate